(R)-4-((S)-2-methylmorpholino)butane C[C@@H]1OCCN(C1)CCCC